COC(C1=CC=C(C=C1)/C=N/S(=O)(=O)F)=O (E)-4-(((fluorosulfonyl)imino)methyl)benzoic acid methyl ester